2-methylterephthalic acid CC1=C(C(=O)O)C=CC(=C1)C(=O)O